1-benzyl-3-(3-{p-[(2-ethyl-1H-imidazol-1-yl)methyl]phenyl}-5-isobutyl-2-thienylsulfonyl)urea C(C1=CC=CC=C1)NC(=O)NS(=O)(=O)C=1SC(=CC1C1=CC=C(C=C1)CN1C(=NC=C1)CC)CC(C)C